ClC1=C(C=C2C=C(N=CC2=C1)N)C1CCN(CC1)C1COC1 7-chloro-6-(1-(oxetan-3-yl)piperidin-4-yl)isoquinolin-3-amine